4-(4-Methylpiperazino)aniline ethyl-12-((tert-butyldiphenylsilyl)oxy)-3-nonyldodecanoate C(C)OC(CC(CCCCCCCCCO[Si](C1=CC=CC=C1)(C1=CC=CC=C1)C(C)(C)C)CCCCCCCCC)=O.CN1CCN(CC1)C1=CC=C(N)C=C1